[C@@H]12N(C[C@@H](NC1)C2)C=2C=CC=1N=CN=C(C1N2)NC2=C(C(=C(C=C2)CC(C)(F)F)Cl)F 6-((1S,4S)-2,5-Diazabicyclo[2.2.1]heptan-2-yl)-N-(3-chloro-4-(2,2-difluoropropyl)-2-fluorophenyl)pyrido[3,2-d]pyrimidin-4-amine